N-(o-chlorophenyl)glycine ClC1=C(C=CC=C1)NCC(=O)O